C(C)C1(C(C(C2=NC=C(C(=C21)B2OC(C(O2)(C)C)(C)C)F)C2OCCCC2)=O)C 5-ethyl-3-fluoro-5-methyl-7-tetrahydropyran-2-yl-4-(4,4,5,5-tetramethyl-1,3,2-dioxaborolan-2-yl)-7H-cyclopenta[b]pyridin-6-one